2-(diiodomethyl)-4,4,5,5-tetramethyl-1,3,2-dioxaborolane IC(B1OC(C(O1)(C)C)(C)C)I